N[C@H]1C(N(C2=C(C=CC=C2C1)OC1=CC(=CC=C1)CC)C)=O (3R)-3-amino-8-(3-ethylphenoxy)-1-methyl-1,2,3,4-tetrahydroquinolin-2-one